methyl (2S,3R)-3-phenoxyhexane-2-carboxylate O(C1=CC=CC=C1)[C@@H]([C@H](C)C(=O)OC)CCC